1-methyl-5,6-dihydro-1H-imidazo[4,5-d]pyridazine-4,7-dione CN1C=NC2=C1C(NNC2=O)=O